(6R,6aS,11aR)-(cyclopropylmethyl)-2-methoxy-8-methyl-5,6,10,11-tetrahydro-6,11a-(epiminoethano)naphtho[2,1-f]indazol-6a(7H)-ol C1(CC1)CC1=C(C=CC=2C[C@@H]3[C@@]4(CC=5C(=NNC5C[C@@]4(C12)CCN3)C)O)OC